C(C)(C)(C)N(CC(=O)NCC(=O)O)C(=O)OCC1=CC=CC=C1.C(CC(=O)C)(=O)CCC[Si](OCC)(OCC)OCC γ-acetoacetyl-propyltriethoxysilane TERT-BUTYL-((BENZYLOXY)CARBONYL)GLYCYLGLYCINATE